(S)-N-hydroxy-3-phenyl-4-(3-(tetrahydro-2H-pyran-4-yl)propanoyl)-2,3,4,5-tetrahydrobenzo[f][1,4]oxazepine-8-carboxamide ONC(=O)C1=CC2=C(CN([C@H](CO2)C2=CC=CC=C2)C(CCC2CCOCC2)=O)C=C1